2-(1-(azetidin-3-yl)-1H-pyrazol-4-yl)-8-bromoquinoxaline N1CC(C1)N1N=CC(=C1)C1=NC2=C(C=CC=C2N=C1)Br